C(#N)OC(C=CC1=CC=CC=C1)=O Cyanocinnamate